C(C(C)C)O.[NH4+] ammonium isobutanol